n-Octyl-n-decylether C(CCCCCCC)OCCCCCCCCCC